C(=O)(O)CNCC(=O)O N-(carboxymethyl)-glycine